methyl 4-bromo-1-((1-((tert-butoxycarbonyl) amino) cyclobutyl) methyl)-1H-pyrrole-2-carboxylate BrC=1C=C(N(C1)CC1(CCC1)NC(=O)OC(C)(C)C)C(=O)OC